P(=O)(OCC(=NO)C1=CC(=CC=C1)Cl)(OOC1=CC=CC=C1)OOC1=CC=CC=C1 2-(3-chlorophenyl)-2-hydroxyiminoethyl diphenoxy phosphate